FC=1C=C(CC=2C=NN(C2)C(=O)N[C@@H]2C(N(C3=C(OC2)C=CC(=C3)OCCC3(CCN(CC3)C)O)C)=O)C=CC1 (S)-4-(3-fluorobenzyl)-N-(7-(2-(4-hydroxy-1-methylpiperidin-4-yl)ethoxy)-5-methyl-4-oxo-2,3,4,5-tetrahydrobenzo[b][1,4]oxazepin-3-yl)-1H-pyrazole-1-carboxamide